FC1=C(C=CC(=C1)F)[C@@H](C)N (1R)-1-(2,4-difluorophenyl)ethan-1-amine